ClC1=C(C(=CC(=C1)F)Cl)NC=1N(C2=NC(=NC=C2N1)N[C@H]1CN(CCC1)S(=O)(=O)C1=CC=C(C)C=C1)C1CCC(CC1)C(=O)N (1S,4s)-4-(8-(2,6-dichloro-4-fluorophenylamino)-2-((R)-1-tosylpiperidin-3-ylamino)-9H-purin-9-yl)cyclohexanecarboxamide